(Z)-2-(benzo[d]thiazol-6-yl-(methyl)amino)-5-(benzo[d]thiazol-6-ylmethylene)-3,5-dihydro-4H-imidazol-4-one S1C=NC2=C1C=C(C=C2)N(C2=N\C(\C(N2)=O)=C/C2=CC1=C(N=CS1)C=C2)C